C(=O)OC1=C(C(=CC(=C1)C=1C=NNC1F)F)C1=CN=C(N=N1)N1C[C@@H](NCC1)C(C)C 3-fluoro-5-(5-fluoro-1H-pyrazol-4-yl)-2-{3-[(3S)-3-(propan-2-yl)piperazin-1-yl]-1,2,4-triazin-6-yl}phenol formate